ClC=1C=C(C(=C(C1)O)C=1C=2N(C(=NN1)N[C@H]1CN(CCC1)C)N=C(C2)C)F 5-chloro-3-fluoro-2-(2-methyl-7-{[(3R)-1-methylpiperidin-3-yl]amino}pyrazolo[1,5-d][1,2,4]triazin-4-yl)phenol